FC=1C=C(C(=O)N2CCC(CC2)N2CC(C2)(N2N=CC(=C2)C=2C3=C(N=CN2)NC=C3)CC#N)C=CC1C=1C=CC=3N(C1)C=CN3 {1-[1-(3-fluoro-4-imidazo[1,2-a]pyridin-6-ylbenzoyl)piperidin-4-yl]-3-[4-(7H-pyrrolo[2,3-d]pyrimidin-4-yl)-1H-pyrazol-1-yl]azetidin-3-yl}acetonitrile